[Se]=O (seleno) ether